[N+](=O)([O-])C1=CC=C(C=N1)N1CC(C1)CO (1-(6-nitropyridin-3-yl)azetidin-3-yl)methanol